1-(3-(4-amino-5-(4-((6-methylpyridin-2-yl)oxy)phenyl)-7H-pyrrolo[2,3-d]pyrimidin-6-yl)pyrrolidin-1-yl)prop-2-en-1-one NC=1C2=C(N=CN1)NC(=C2C2=CC=C(C=C2)OC2=NC(=CC=C2)C)C2CN(CC2)C(C=C)=O